C(C)(C)(C)OC(=O)N1CC2(C1)CC(C2)C=O 6-formyl-2-azaspiro[3.3]heptane-2-carboxylic acid tert-butyl ester